7-(3-(4-acryloylmorpholin-3-yl)-5-chlorophenyl)imidazo[1,2-a]pyridine-5-carboxamide C(C=C)(=O)N1C(COCC1)C=1C=C(C=C(C1)Cl)C1=CC=2N(C(=C1)C(=O)N)C=CN2